C1(CC1)C1=NC2=C(N1)C(=CC(=C2)C2=C(N=NN2C)C)C(O)(C=2SC=CN2)C=2SC=CN2 (2-cyclopropyl-5-(1,4-dimethyl-1H-1,2,3-triazol-5-yl)-1H-benzo[d]imidazol-7-yl)bis(thiazol-2-yl)methanol